FC1=C(C=CC(=C1)N)C1=CC=C(C=C1)N 2-fluoro-4,4'-diaminobiphenyl